(R)-N-(1-(4-((1,1-Dioxidothietan-3-yl)methoxy)-6-(3-methoxytetrahydrofuran-3-yl)pyridin-2-yl)-3-methyl-1H-pyrazolo[4,3-c]pyridin-6-yl)acetamide O=S1(CC(C1)COC1=CC(=NC(=C1)[C@]1(COCC1)OC)N1N=C(C=2C=NC(=CC21)NC(C)=O)C)=O